(4-Chloro-5-fluoro-pyridin-3-yl)-[4-fluoro-3-(7-morpholin-4-yl-quinazolin-4-yl)phenyl]-methanol ClC1=C(C=NC=C1F)C(O)C1=CC(=C(C=C1)F)C1=NC=NC2=CC(=CC=C12)N1CCOCC1